(R)-2-(((2R,3S,4R,5R)-5-(6-amino-2-chloro-9H-purin-9-yl)-3-ethynyl-3,4-dihydroxytetrahydrofuran-2-yl)methoxy)-3-(4-(2-oxotetrahydropyrimidin-1(2H)-yl)phenyl)-propanoic acid NC1=C2N=CN(C2=NC(=N1)Cl)[C@H]1[C@@H]([C@@]([C@H](O1)CO[C@@H](C(=O)O)CC1=CC=C(C=C1)N1C(NCCC1)=O)(O)C#C)O